FC1=C(C=CC(=C1)C(C)(C)N1CCCCC1)C1=NC=2C=CNC(C2C(=C1)NC1=NC=C(C=C1)N1CCC(CC1)O)=O 2-[2-fluoro-4-(1-piperidyl-methylethyl)phenyl]-4-[[5-(4-hydroxy-1-piperidyl)-2-pyridyl]amino]-6H-1,6-naphthyridin-5-one